6-bromo-2-methoxy-6,7,8,9-tetrahydro-5H-benzo[7]annulen-5-one BrC1C(C2=C(CCC1)C=C(C=C2)OC)=O